4-Hydroxy-N,N-diisopropyltryptamine CC(C)N(CCC1=CNC2=C1C(=CC=C2)O)C(C)C